5-[4-amino-5-(trifluoromethyl)pyrrolo[2,1-f][1,2,4]triazin-7-yl]-N-(1-benzyl-1H-pyrazol-4-yl)-2-methoxypyridine-3-carboxamide NC1=NC=NN2C1=C(C=C2C=2C=C(C(=NC2)OC)C(=O)NC=2C=NN(C2)CC2=CC=CC=C2)C(F)(F)F